C(C)(C)(C)OC(=O)N1CC(C1)(C(CCOS(=O)(=O)C)F)C#N 3-cyano-3-(1-fluoro-3-methylsulfonyloxy-propyl)azetidine-1-carboxylic acid tert-butyl ester